6-ethoxy-2-(3-((4-(trifluoromethyl)benzyl)oxy)benzylidene)benzofuran C(C)OC1=CC2=C(CC(O2)=CC2=CC(=CC=C2)OCC2=CC=C(C=C2)C(F)(F)F)C=C1